ClC=1C=2N(C=CN1)C(=C(C2)C2=CC=C(C#N)C=C2)C2=CC=C(C=C2)C 4-(1-chloro-6-(p-tolyl)pyrrolo[1,2-a]pyrazine-7-yl)benzonitrile